CC([O-])C.[W+4].CC([O-])C.CC([O-])C.CC([O-])C Tungsten Isopropoxide